FC1=C(C=C(C=C1)N(C(=O)C=1C=C(C=2N(C1)C(=CN2)C=2C=CC(=NC2)NC(OC)=O)C)COC)OC methyl N-[5-[6-[(4-fluoro-3-methoxy-phenyl)-(methoxymethyl)carbamoyl]-8-methyl-imidazo[1,2-a]pyridin-3-yl]-2-pyridyl]carbamate